tert-butyl (cis)-5-hydroxy-2-azabicyclo[2.2.1]heptane-2-carboxylate OC1C2CN(C(C1)C2)C(=O)OC(C)(C)C